4'-O-(4-nitrobenzyl)-quercetin [N+](=O)([O-])C1=CC=C(COC2=C(C=C(C=3OC=4C=C(C=C(C4C(C3O)=O)O)O)C=C2)O)C=C1